(R)-3-((1-(2-(tert-butylamino)-3,6-dimethyl-4-oxo-3,4-dihydroquinazolin-8-yl)ethyl)amino)-6-chloro-N-(methylsulfonyl)picolinamide C(C)(C)(C)NC1=NC2=C(C=C(C=C2C(N1C)=O)C)[C@@H](C)NC=1C(=NC(=CC1)Cl)C(=O)NS(=O)(=O)C